1-(4-(4-(6-amino-5-(5-(4-chlorophenyl)Oxazol-2-yl)pyridin-3-yl)-1H-pyrazol-1-yl)piperidin-1-yl)ethanone NC1=C(C=C(C=N1)C=1C=NN(C1)C1CCN(CC1)C(C)=O)C=1OC(=CN1)C1=CC=C(C=C1)Cl